NC1=NC=C(C#N)C(=C1)NC(COC)C 6-amino-4-((1-methoxypropan-2-yl)amino)nicotinonitrile